BrC=1C=CC(=C(N)C1)C1SCCC1 5-bromo-2-(tetrahydrothiophen-2-yl)aniline